BrC1=C(C(=CC(=C1)Cl)F)OC(F)F 1-bromo-5-chloro-2-(difluoromethoxy)-3-fluorobenzene